FC1(COC1)CN1N=CC=2C=NC(=CC21)C2=NN(C=C2[N+](=O)[O-])C2OCCCC2 1-((3-Fluorooxetan-3-yl)methyl)-6-(4-nitro-1-(tetrahydro-2H-pyran-2-yl)-1H-pyrazol-3-yl)-1H-pyrazolo[4,3-c]pyridine